N1(C=NC=C1)C1=NC=CC(=C1)C=1NC2=CC=C(C=C2C1CC)C1CCNCC1 2-(2-(1H-imidazol-1-yl)pyridin-4-yl)-3-ethyl-5-(piperidin-4-yl)-1H-indole